C(C)(C)(C)OC(N[C@H](C(=O)N)CC1=CC=C(C=C1)C=1C=CC2=C(C(=NO2)CN2CCN(CC2)C)C1)=O (S)-(1-amino-3-(4-(3-((4-methylpiperazin-1-yl)methyl)benzo[d]isoxazol-5-yl)phenyl)-1-oxopropan-2-yl)carbamic acid tert-butyl ester